C(C)(C)(C)OC(=O)N\C(\C(=O)OC)=C/C1CCOCC1 methyl (Z)-2-((tert-butoxycarbonyl)amino)-3-(tetrahydro-2H-pyran-4-yl)acrylate